C[C@@H]1[C@H]([C@@H]([C@H]([C@H](O1)OCCNC(=O)OCC2=CC=CC=C2)OC)OC(=O)C3=CC=CC=C3)NC(=O)CC(C)(C)O The molecule is a doubly-protected aminoglycoside composed of glucose deoxygenated at C-4 and C-6 and having a methyl substituent at C-2, a 3-hydroxy-3-methylbutanamide group at C-4, a benzoyl protecting group at C-3 and a benzyloxycarbonyl (Z)-protected aminoethyl group at C-1 It derives from a D-galactopyranose.